C1(CC1)C1=NNC(=N1)C1CC2(CN(C2)C(=O)N2CC3(C2)CN(C3)CC=3N=NN(C3C(F)(F)F)C)C1 [6-(3-cyclopropyl-1H-1,2,4-triazol-5-yl)-2-azaspiro[3.3]heptan-2-yl]-[6-[[1-methyl-5-(trifluoromethyl)triazol-4-yl]methyl]-2,6-diazaspiro[3.3]heptan-2-yl]methanone